FC(C=1C(=C(C=C(C1)F)[C@@H](C)NC=1C2=C(N=C(N1)C)N=C(C(=C2)C2CCS(CC2)(=O)=O)OC)F)F (R)-4-(4-((1-(3-(difluoromethyl)-2,5-difluorophenyl)ethyl)amino)-7-methoxy-2-methylpyrido[2,3-d]pyrimidin-6-yl)tetrahydro-2H-thiopyran 1,1-dioxide